C1(CC1)C=1C=C(C(N(C1)[C@H]1COCCC1)=O)NC=1N(C=2C(=NC=C(C2OC)OC=2C=NN3C2C=CC=C3)N1)C (R)-5-cyclopropyl-3-((7-methoxy-1-methyl-6-(pyrazolo[1,5-a]pyridin-3-yloxy)-1H-imidazo[4,5-b]pyridin-2-yl)amino)-1-(tetrahydro-2H-pyran-3-yl)pyridin-2(1H)-one